O=S1(N=CC2=C1C=C(C=C2)C(=O)[O-])=O 1,1-dioxo-1,2-benzothiazole-6-carboxylate